2-(trifluoromethyl)-5,6-dihydroimidazo[1,2-a]pyrrolo[2,1-c]pyrazine FC(C=1N=C2N(CCN3C2=CC=C3)C1)(F)F